COCC=1N(C=C(N1)C(=O)OCC)C1=CC=CC=C1 ethyl 2-(methoxymethyl)-1-phenyl-imidazole-4-carboxylate